C(C1=CC=CC=C1)OC1=CC(=C(C=C1)C1=CC(=C2C(=NNC2=C1)C=O)F)CC 6-(4-(benzyloxy)-2-ethylphenyl)-4-fluoro-1H-indazole-3-carbaldehyde